ClC=1C=C(C=CC1F)C=1N(C=C(N1)C)C=1C=CC=2N(N1)C(=CN2)C(=O)N 6-(2-(3-chloro-4-fluorophenyl)-4-methyl-1H-imidazol-1-yl)imidazo[1,2-b]pyridazine-3-carboxamide